CN1C=C(C2=CC=CC=C12)C=1C(=CC(N2C(CSC12)C(=O)O)=O)COC1=CC=CC2=CC=CC=C12 7-(1-methyl-1H-indol-3-yl)-6-[(1-naphthoxy)methyl]-4-oxo-1-thia-3a-aza-3-indanecarboxylic acid